FC(C1=CC(=NC=C1)C=O)(F)F [4-(trifluoromethyl)pyridin-2-yl]methanone